N[C@H](C(=O)N[C@H](C(=O)N[C@H](C(=O)O)CC(N)=O)C)CO (2S)-2-[(2S)-2-[(2S)-2-amino-3-hydroxypropanamido]propanamido]-3-carbamoylpropanoic acid